C(C)C=1N=C2N(CCCC2)C1C(=O)C=1C=CC(=C(C#N)C1)OC 5-(2-ethyl-5,6,7,8-tetrahydroimidazo[1,2-a]pyridine-3-carbonyl)-2-methoxybenzonitrile